C1CC12CCNCCC2 6-azaspiro[2.6]Nonane